COC(=O)C=1C=C(C=CC1C)NC1CN(C1)C(=O)OCCCC butyl 3-((3-(methoxycarbonyl)-4-methylphenyl)amino)azetidine-1-carboxylate